3-[(1S)-1-(1,4-dioxan-2-yl)ethoxy]pyridine-4-carbonitrile O1C(COCC1)[C@H](C)OC=1C=NC=CC1C#N